C(C)(C)N1N=CC2=CC(=CC=C12)C1=CC[C@@H](CN1C(=O)OC(C)(C)C)C |r| tert-butyl rac-(3S)-6-(1-isopropylindazol-5-yl)-3-methyl-3,4-dihydro-2H-pyridine-1-carboxylate